N1C=CC2=CC(=CC=C12)OC=1C=C(C=CC1)C=1NC(=NN1)CC1=CC=C(C=C1)C#CCCCCC(=O)O 7-(4-((5-(3-((1H-Indol-5-yl)oxy)phenyl)-4H-1,2,4-triazol-3-yl)methyl)phenyl)hept-6-ynoic acid